acryloyloxy ethyl anisoyl phosphorothioate P(OOC(C=C)=O)(OCC)(OC(C1=CC=C(C=C1)OC)=O)=S